BrC=1C(=NC(=NC1)Cl)NC1=C(C=C(C(=C1)F)OC)P(C)(C)=O (2-((5-bromo-2-chloropyrimidin-4-yl)amino)-4-fluoro-5-methoxyphenyl)dimethylphosphine oxide